ClC1=C(C(=O)N[C@@H](CCCNC(CF)=N)C=2OC(=CN2)C2=CC=C(C=C2)F)C(=CC=C1)OC (S)-2-Chloro-N-(4-(2-fluoroacetimidamido)-1-(5-(4-fluorophenyl)oxazol-2-yl)butyl)-6-methoxybenzamide